(R)-N-(1-(3-amino-5-(trifluoromethyl)phenyl)ethyl)-6-(4-isopropylpiperazin-1-yl)-2-methyl-8,9-dihydro-7H-cyclopenta[h]quinazolin-4-amine NC=1C=C(C=C(C1)C(F)(F)F)[C@@H](C)NC1=NC(=NC2=C3C(=C(C=C12)N1CCN(CC1)C(C)C)CCC3)C